ClC1=C2C=C(N(C2=CC=C1Cl)C)C(=O)NC1(COCC1)C1=CC=C(C=C1)C(C(=O)O)C (±)-2-[4-[3-[(4,5-dichloro-1-methyl-indole-2-carbonyl)amino]tetrahydrofuran-3-yl]phenyl]propanoic acid